tert-butyl (3-fluoro-6-(methylamino)pyridin-2-yl)methylcarbamate FC=1C(=NC(=CC1)NC)CNC(OC(C)(C)C)=O